cerium Mono-aluminum oxide [O-2].[Al+3].[Ce+3].[O-2].[O-2]